5-fluoro-pyrimidine-4-carbonitrile FC=1C(=NC=NC1)C#N